ethyl (3S,4S)-4-((tert-butoxy carbonyl)amino)tetrahydrofuran-3-carboxylate C(C)(C)(C)OC(=O)N[C@H]1[C@@H](COC1)C(=O)OCC